FC1=C(C=CC(=C1F)OC)C1=CN=C2N1C=CN=C2NC2=CC(=C(C(=O)NCCCNC(OC(C)(C)C)=O)C=C2)CC tert-butyl (3-(4-((3-(2,3-difluoro-4-methoxyphenyl)imidazo[1,2-a]pyrazin-8-yl)amino)-2-ethylbenzamido)propyl)carbamate